1-phenethyl-5,6,7,8-tetrahydro-1H-cyclopenta[b]naphthalene C(CC1=CC=CC=C1)C1C=CC=2C1=CC=1CCCCC1C2